C(C)OC(=O)C=1N=C2N(N1)[C@H]([C@@H](C2)F)C2=CC=CC=C2 trans-6-fluoro-5-phenyl-6,7-dihydro-5H-pyrrolo[1,2-b][1,2,4]triazole-2-carboxylic acid ethyl ester